tert-butyl 2-benzyl-3-methyl-2,7-diazaspiro[3.5]nonane-7-carboxylate C(C1=CC=CC=C1)N1CC2(C1C)CCN(CC2)C(=O)OC(C)(C)C